2-[3,5-bis(trifluoromethyl)phenyl]acetyl chloride FC(C=1C=C(C=C(C1)C(F)(F)F)CC(=O)Cl)(F)F